n-propylaminotrimethylsilane C(CC)N[Si](C)(C)C